C1(CCCC1)NC=1C2=C(N=CN1)CCCN2 N-cyclopentyl-5,6,7,8-tetrahydropyrido[3,2-d]pyrimidin-4-amine